NC1=NN2C(N=CC=C2)=C1C(=O)N[C@@H](C)C=1N(C(C2=C(C=CC=C2C1)C=1N=NN(C1)CCO)=O)C1=CC=CC=C1 (S)-2-amino-N-(1-(8-(1-(2-hydroxyethyl)-1H-1,2,3-triazol-4-yl)-1-oxo-2-phenyl-1,2-dihydroisoquinolin-3-yl)ethyl)pyrazolo[1,5-a]pyrimidine-3-carboxamide